[C-]=1C=CC2CC=CC=CC12.[Li+] lithium 3a,4-dihydroazulenide